CC1(SC(C1NC(CCCCC(=O)NC1C(SC1=O)(C)C)=O)=O)C N1,N6-bis(2,2-dimethyl-4-oxothietan-3-yl)adipamide